ClC=1C=C2C(=CC(=NC2=CC1)C(F)(F)F)N[C@@H]1C[C@@H](CCC1)NC(=O)C=1C=NC(=CC1)OC N-[(1R,3S)-3-{[6-chloro-2-(trifluoromethyl)quinolin-4-yl]amino}cyclohexyl]-6-methoxypyridine-3-carboxamide